2-Amino-5-fluoro-4-(5-fluoro-3-((3S,4S)-3-hydroxy-4-(isopropyl(methyl)amino)pyrrolidin-1-yl)-7,9-dihydrofuro[3,4-f]quinazolin-6-yl)benzo[b]thiophene-3-carbonitrile NC1=C(C2=C(S1)C=CC(=C2C=2C1=C(C=3C=NC(=NC3C2F)N2C[C@@H]([C@H](C2)N(C)C(C)C)O)COC1)F)C#N